2-(2,2,4,8,10,10-Hexamethyl-1,2,3,4,8,9,10,11-octahydropyrano[3,2-g:5,6-g']diquinolin-13-ium-6-yl)benzoate CC1(NC2=CC=3C(C=C2C(C1)C)=C(C=1C=C2C(CC(NC2=CC1[O+]3)(C)C)C)C3=C(C(=O)[O-])C=CC=C3)C